OC(CCCC1=CCC(CC1)=CNC1=C(C(=O)OC)C=CC=C1)(C)C methyl 2-({[4-(4-hydroxy-4-methylpentyl)-3-cyclohexen-1-ylidene]methyl}amino)benzoate